ONC(CCCCCCOC1=C(C=CC(=C1)C=1SC2=C(N1)C=CC(=C2)C)OC)=O N-hydroxy-7-(2-methoxy-5-(6-methylbenzo[d]thiazole-2-yl)phenoxy)heptanamide